1-(2-thienyl)-2-nitropropene S1C(=CC=C1)C=C(C)[N+](=O)[O-]